6-hydroxy-4-(6-(4-(2-(methyl-sulfonyl)benzyl)piperazin-1-yl)pyridin-3-yl)pyrazolo[1,5-a]pyridine-3-carbonitrile OC=1C=C(C=2N(C1)N=CC2C#N)C=2C=NC(=CC2)N2CCN(CC2)CC2=C(C=CC=C2)S(=O)(=O)C